2-fluoro-3-chlorobenzene FC1=CC=CC=C1Cl